6-(3-Fluoro-2-methoxypyridin-4-yl)-2-(pyrimidin-2-yl)phthalazin-1(2H)-one FC=1C(=NC=CC1C=1C=C2C=NN(C(C2=CC1)=O)C1=NC=CC=N1)OC